CC1=NC(=CC=C1S(=O)(=O)N1CC2(C1)CC(C2)N2CCOCC2)C(F)(F)F 4-(2-((2-Methyl-6-(trifluoromethyl)pyridin-3-yl)sulfonyl)-2-azaspiro[3.3]heptan-6-yl)morpholine